C(CCC)[P+](CCCCCCCCCCCCCC)(CCCC)CCCC tributyl-tetradecyl-phosphonium